4-[(7-{5-[1-(difluoromethyl)cyclopropyl]pyridin-2-yl}-5-fluoropyrrolo[2,1-f][1,2,4]triazin-2-yl)amino]oxan-3-yl (2S)-2-amino-3-methylbutanoate N[C@H](C(=O)OC1COCCC1NC1=NN2C(C=N1)=C(C=C2C2=NC=C(C=C2)C2(CC2)C(F)F)F)C(C)C